N1C=C(C=C1)CCC1(CCCC=2C3=CC=CC=C3NC12)N (2-(3-pyrrolyl)ethyl)-2,3,4,9-tetrahydro-1H-carbazol-1-amine